C(C)C1OC(C(CC(C(C(CC(CNC(C(C1(C)O)O)C)C)(C)O)O[C@@H]1O[C@@H](C[C@@H]([C@H]1OC1=CC=CC=C1)NC)C)C)C)=O 2-ethyl-3,4,10-trihydroxy-3,5,8,10,12,14-hexamethyl-11-(((2S,3R,4S,6R)-6-methyl-4-(methylamino)-3-phenoxytetrahydro-2H-pyran-2-yl)oxy)-1-oxa-6-azacyclopentadecan-15-one